thiane-4-carboxamide S1CCC(CC1)C(=O)N